COC(=O)C=1SC=C(C1C(=O)OC)NC(=O)NC1=C(C=C(C(=C1)OCC1=C(C=CC=2OCCOC21)F)OC)F 4-(3-(5-((6-fluoro-2,3-dihydrobenzo[b][1,4]dioxin-5-yl)methoxy)-2-fluoro-4-methoxyphenyl)ureido)thiophene-2,3-dicarboxylic acid dimethyl ester